COC=1C=CC=C(OC(C(=O)O)CC)C1 5-methoxyphenoxybutyric acid